4-(aminomethyl)-6-(1,2-dimethyl-1H-imidazol-5-yl)phthalazin-1(2H)-one NCC1=NNC(C2=CC=C(C=C12)C1=CN=C(N1C)C)=O